4-trifluoromethyl-5-((3-(2-(trifluoromethyl)phenyl)prop-2-yn-1-yl)amino)-2-((2-(trimethylsilyl)ethoxy)methyl)pyridazin-3(2H)-one FC(C=1C(N(N=CC1NCC#CC1=C(C=CC=C1)C(F)(F)F)COCC[Si](C)(C)C)=O)(F)F